tert-butyl (3R,4S)-4-[3-[3-(2,4-dioxohexahydropyrimidin-1-yl)imidazo[1,2-a]pyridin-7-yl]prop-2-ynoxy]-3-fluoro-piperidine-1-carboxylate O=C1N(CCC(N1)=O)C1=CN=C2N1C=CC(=C2)C#CCO[C@@H]2[C@@H](CN(CC2)C(=O)OC(C)(C)C)F